C(C1=CC=CC=C1)OC(=O)N[C@H](C(=O)O)CNC(=O)OC(C)(C)C (2S)-2-{[(benzyloxy)carbonyl]amino}-3-[(tert-butoxycarbonyl)amino]propanoic acid